(R)-N-(2-(dimethylamino)-2-oxo-1-phenylethyl)-2,2-dimethylbutanamide CN(C([C@@H](C1=CC=CC=C1)NC(C(CC)(C)C)=O)=O)C